methoxypropoxypropoxypropyl cyanoacetate C(#N)CC(=O)OCCCOCCCOCCCOC